C1(=CC=CC=C1)C=1NC(=NN1)C=1C=CC(=C(C1)S(=O)(=O)N1CCOCC1)OC(F)(F)F ((5-(5-phenyl-4H-1,2,4-triazol-3-yl)-2-(trifluoromethoxy)phenyl)sulfonyl)morpholine